FC1=C(C=CC(=C1F)F)C(C(=O)O)=C 2,3,4-trifluoro-phenylacrylic acid